CN1N=CC=2C(NCC(C21)C)=O 1,7-Dimethyl-1,5,6,7-tetrahydro-4H-pyrazolo[4,3-c]pyridin-4-one